O1C(=CC=C1)C=CC(=O)O.OCCCCCCCCCCCCN1C(CCC1=O)=O N-hydroxydodecyl-succinimide 2-furanacrylate